CNC1CCOCC1 N-methyl-N-tetrahydro-2H-pyran-4-ylamine